ClC=1C=NC(=NC1)N1CCC(CC1)N1C2=C(N(C(C1=O)=O)C)C=C(C=N2)F 4-(1-(5-chloropyrimidin-2-yl)piperidin-4-yl)-7-fluoro-1-methyl-1,4-dihydropyrido[2,3-b]pyrazine-2,3-dione